3-bromo-6-methoxy-1-((2-(trimethylsilyl)ethoxy)methyl)-1H-pyrrolo[3,2-C]pyridine BrC1=CN(C2=C1C=NC(=C2)OC)COCC[Si](C)(C)C